2-aminomethyl-1,3-diaminopropane NCC(CN)CN